5-bromo-N-[3-(3-methoxypropoxy)-1-[(1r,4r)-4-(morpholin-4-yl)cyclohexyl]-1H-pyrazol-4-yl]Pyrimidine-2-amine BrC=1C=NC(=NC1)NC=1C(=NN(C1)C1CCC(CC1)N1CCOCC1)OCCCOC